6-(beta-hydroxyethoxy)-1-amino-3-(methylamino)benzene OCCOC1=CC=C(C=C1N)NC